COC1=C(CC2=CC=C(C=C2)CC(=O)O)C(=CC(=C1)C=1C2=C(C(N(C1)C)=O)N(N=C2)CC2=CC=C(C=C2)OC)OC 2-(4-(2,6-dimethoxy-4-(1-(4-methoxybenzyl)-6-methyl-7-oxo-6,7-dihydro-1H-pyrazolo[3,4-c]pyridin-4-yl)benzyl)phenyl)acetic acid